CC1=NOC(=C1C1=CC2=C(N(C(=N2)C(CC)O)[C@@H]2CC[C@H](CC2)OC)C=C1)C 5-(3,5-dimethylisoxazol-4-yl)-1-((trans)-4-methoxycyclohexyl)-1H-benzo[d]imidazol-2-ylpropan-1-ol